5-((Cyclopropylmethylamino)(phenyl)methyl)-2-fluoroaniline C1(CC1)CNC(C=1C=CC(=C(N)C1)F)C1=CC=CC=C1